ClC1=NC(=CC(=C1)N1CC(C1)OC)Cl 2,6-dichloro-4-(3-methoxyazetidin-1-yl)pyridine